(2R,4R)-1-(3-chloro-2-fluorobenzyl)-4-((5-fluoro-3-methyl-6-((5-methyl-1H-pyrazol-3-yl)amino)-4-pivaloylpyridin-2-yl)methyl)-2-methylpiperidine-4-carboxylic acid ClC=1C(=C(CN2[C@@H](C[C@@](CC2)(C(=O)O)CC2=NC(=C(C(=C2C)C(C(C)(C)C)=O)F)NC2=NNC(=C2)C)C)C=CC1)F